3-(5-((4-(3-(3-amino-5-(4-amino-4-methylpiperidin-1-yl)pyrazin-2-yl)-2-chlorophenyl)piperazin-1-yl)methyl)-4-fluoro-1-oxoisoindolin-2-yl)piperidine-2,6-dione NC=1C(=NC=C(N1)N1CCC(CC1)(C)N)C=1C(=C(C=CC1)N1CCN(CC1)CC=1C(=C2CN(C(C2=CC1)=O)C1C(NC(CC1)=O)=O)F)Cl